2'-bromo-4-[(3,5-difluoropyridin-2-yl)methoxy]-3',5',6-trimethyl-[1,4'-bipyridin]-2-one BrC1=NC=C(C(=C1C)N1C(C=C(C=C1C)OCC1=NC=C(C=C1F)F)=O)C